C(C1=CC=CC=C1)N.[Na] sodium benzylamine